NCC#CC1=CC=C(C=C1)NC(OCC)=O ethyl (4-(3-aminoprop-1-yn-1-yl)phenyl)carbamate